2,4,6-triamino-5-nitropyrimidine NC1=NC(=C(C(=N1)N)[N+](=O)[O-])N